C(C)(C)(C)OC(=O)N1CCN(CC1)C=1C=C(N(N1)C)C(=O)O 5-(4-tert-butoxycarbonylpiperazin-1-yl)-2-methyl-pyrazole-3-carboxylic acid